C(C)(C)(C)OC(=O)N1[C@@H](CCC1)C1=C(C=CC=C1)N=C(C1=CC=CC=C1)C1=CC=CC=C1 (S)-2-(2-((diphenylmethylene)amino)phenyl)pyrrolidine-1-carboxylic acid tert-butyl ester